trans-4-(2-((3-chloro-5-fluorophenyl)amino)-5-(4-((4-methylpiperazin-1-yl)methyl)phenyl)pyrrolo[2,1-f][1,2,4]triazin-7-yl)cyclohexan-1-ol ClC=1C=C(C=C(C1)F)NC1=NN2C(C=N1)=C(C=C2[C@@H]2CC[C@H](CC2)O)C2=CC=C(C=C2)CN2CCN(CC2)C